5-methyl-1,2,3,5,6,7-hexahydro-s-indacen-4-amine CC1C2=C(C=3CCCC3C=C2CC1)N